[hydroxyphenyl]propane Methyl-4-(oxazol-5-yl)benzoate COC(C1=CC=C(C=C1)C1=CN=CO1)=O.OC1=C(C=CC=C1)CCC